(Z)-ethyl 2,4-decadienoate C(\C=C/C=CCCCCC)(=O)OCC